C(C1=CC=CC=C1)OCCOCCOCCOCCOCCOCCN(C1=CC=C(C(=O)OC2=C(C(=CC=C2C(C)=O)NC(C)=O)[N+](=O)[O-])C=C1)C (3-acetamido-6-acetyl-2-nitro-phenyl) 4-[2-[2-[2-[2-[2-(2-benzyloxyethoxy) ethoxy] ethoxy] ethoxy] ethoxy] ethylmethyl-amino]benzoate